(S)-2-amino-N-((1r,4S)-4-((6-(4-((2-chlorophenyl)-sulfonamido)-3-fluorophenyl)-8-ethylquinazolin-2-yl)amino)cyclohexyl)-3-methyl-butanamide N[C@H](C(=O)NC1CCC(CC1)NC1=NC2=C(C=C(C=C2C=N1)C1=CC(=C(C=C1)NS(=O)(=O)C1=C(C=CC=C1)Cl)F)CC)C(C)C